FC=1C=C(CNC(CCC2=NC=3C(=NC=C(C3)C)N2CC2=CC=C(C=C2)OC(F)(F)F)=O)C=CC1OC N-(3-Fluoro-4-methoxy-benzyl)-3-[6-methyl-3-(4-trifluoromethoxy-benzyl)-3H-imidazo[4,5-b]pyridin-2-yl]-propionamide